methyl-5,8-dimethyl-1,6-naphthyridine-7-carboxylate COC(=O)C1=NC(=C2C=CC=NC2=C1C)C